ClC1=CC(=C(C=C1)C1=CC(=NC(=C1)C1CC1)C=1OC2=C(N1)C=C(C=C2)C(=O)OC)C2=NN=CN2C Methyl 2-{4-[4-chloro-2-(4-methyl-1,2,4-triazol-3-yl)phenyl]-6-cyclopropylpyridin-2-yl}-1,3-benzoxazole-5-carboxylate